4-amino-7-fluoro-N-methyl-N-(5-(trifluoromethyl)-2,3-dihydrobenzofuran-3-yl)imidazo[1,5-a]quinoxaline-8-carboxamide NC=1C=2N(C3=CC(=C(C=C3N1)F)C(=O)N(C1COC3=C1C=C(C=C3)C(F)(F)F)C)C=NC2